1-(4-(1-cyclopropyl-3-phenyl-1H-pyrazol-4-yl)-7-ethoxyquinazolin-6-yl)ethan-1-one C1(CC1)N1N=C(C(=C1)C1=NC=NC2=CC(=C(C=C12)C(C)=O)OCC)C1=CC=CC=C1